2-[[6-[(3R)-3-aminopiperidin-1-yl]-3-methyl-2,4-dioxopyrimidin-1-yl]methyl]benzonitrile N[C@H]1CN(CCC1)C1=CC(N(C(N1CC1=C(C#N)C=CC=C1)=O)C)=O